[Cl-].[Cl-].[Cl-].[Cl-].C=CC1=CC=CC=C1 styrene tetrachloride